tert-butyl (S)-3-(5-(4-morpholinophenyl)-3-ureidothiophene-2-carboxamido)piperidine-1-carboxylate O1CCN(CC1)C1=CC=C(C=C1)C1=CC(=C(S1)C(=O)N[C@@H]1CN(CCC1)C(=O)OC(C)(C)C)NC(=O)N